C(C1=CC=CC=C1)OCCOCCN1C(=CC2=CC(=C(C=C12)F)F)C(=O)N1CCN(CC1)C([C@H](C1CCCCC1)NC(=O)[C@H](C)N(C(OC(C)(C)C)=O)C)=O Tert-Butyl N-[(1S)-1-{[(1S)-2-{4-[(1-{2-[2-(benzyloxy)ethoxy]ethyl}-5,6-difluoro-1H-indol-2-yl)carbonyl]-piperazin-1-yl}-1-cyclohexyl-2-oxoethyl]carbamoyl}ethyl]-N-methylcarbamate